NC1=C(C(=CC(=N1)C=1C(=C2CN(C(C2=CC1)=O)C1C(NC(CC1)=O)=O)F)C)F 3-(5-(6-Amino-5-fluoro-4-methylpyridin-2-yl)-4-fluoro-1-oxoisoindolin-2-yl)piperidin-2,6-dion